2-(4-methyl-piperazin-1-yl)-pyrimidin-5-ol CN1CCN(CC1)C1=NC=C(C=N1)O